BrC1=C(C=C2C(=NC(=NC2=C1OC1CCC1)OC[C@H]1N(CCC1)C)N1CCN(CC1)C(=O)OC(C)(C)C)Cl tert-butyl (S)-4-(7-bromo-6-chloro-8-cyclobutoxy-2-((1-methylpyrrolidin-2-yl)methoxy)quinazolin-4-yl)piperazin-1-carboxylate